BrCCCCOC1=C2C(C=C(C(C2=CC=C1)=O)OC1=CC2=C(OCO2)C=C1)=O 5-(4-bromobutoxy)-2-(benzo[d][1,3]dioxol-5-yloxy)naphthalene-1,4-dione